CCCCCCCCCCCCCCCCCCCCCC(=O)OC[C@H](COP(=O)(O)OC[C@H](CO)O)OC(=O)CCCCCCC/C=C\C/C=C\CCCCC 1-docosanoyl-2-(9Z,12Z-octadecadienoyl)-glycero-3-phospho-(1'-sn-glycerol)